FC1=C(C=CC(=C1)F)C=1C=C(C(=NC1OC)OC(F)(F)F)NC(OC)=O Methyl (5-(2,4-difluorophenyl)-6-methoxy-2-(trifluoromethoxy) pyridin-3-yl)carbamate